copper-lead-iron [Fe].[Pb].[Cu]